CC=1C(=NC=CC1C#N)O[C@H]1CN([C@@H](CC1)C)C(=O)C1=C(SC=C1)C=1SC=CN1 3-methyl-2-{[(3R,6R)-6-methyl-1-{[2-(1,3-thiazol-2-yl)thiophen-3-yl]carbonyl}piperidin-3-yl]oxy}pyridine-4-carbonitrile